N(=[N+]=[N-])CCOCCOCCC(N[C@H](C(NCCCCC(N(CCCC[C@H](NC(N[C@@H](CCC(=O)O)C(=O)O)=O)C(=O)O)CC1=CC=C(C=C1)Br)=O)=O)CCCCNC(=O)OC(C)(C)C)=O (11S,24S,28S)-1-Azido-19-(4-bromobenzyl)-11-(4-((tert-butoxycarbonyl)amino)butyl)-9,12,18,26-tetraoxo-3,6-dioxa-10,13,19,25,27-pentaazatriacontane-24,28,30-tricarboxylic acid